ClC1=CC(=CC(=C1)C(F)(F)F)I 1-chloro-3-iodo-5-(trifluoromethyl)benzene